C(C)(C)(C)NC1=NC=C2N=C(N(C2=N1)C1CC2C(CNC2)C1)NC1=CC(=CC=C1)C(F)(F)F N2-tert-butyl-9-(octahydrocyclopenta[c]pyrrol-5-yl)-N8-(3-(trifluoromethyl)phenyl)-9H-purine-2,8-diamine